6-butyl-5-(2,6-dimethoxyphenyl)-3-[4-(3-propyl-1,2,4-oxadiazol-5-yl)piperidine-1-carbonyl]pyridine-2,4-diol C(CCC)C1=C(C(=C(C(=N1)O)C(=O)N1CCC(CC1)C1=NC(=NO1)CCC)O)C1=C(C=CC=C1OC)OC